N[C@H]1CCC2=CC(=CC=C12)N1C(=NC=2C1=NC(=CC2C)N2N=CC=N2)C=2C(=NC=CC2)N (S)-3-(3-(1-amino-2,3-dihydro-1H-inden-5-yl)-7-methyl-5-(2H-1,2,3-triazol-2-yl)-3H-imidazo[4,5-b]pyridin-2-yl)pyridin-2-amine